C[C@@]12CC[C@](C[C@@H]2CC[C@H]2[C@@H]3CCC[C@@H]([C@]3(CC[C@H]12)C)[C@H](CN1N=NN=C1C)C)(O)CCC (2R,4aS,4bS,6aS,7R,10aS,10bR,12aS)-4a,6a-dimethyl-7-((R)-1-(5-methyl-1H-tetrazol-1-yl)propan-2-yl)-2-propyloctadecahydrochrysen-2-ol